(2S,6R)-4-(7-chloro-8-iodo-2-oxo-6-(trifluoromethyl)-1,2-dihydro-quinazolin-4-yl)-2,6-dimethylpiperazine-1-carboxylic acid tert-butyl ester C(C)(C)(C)OC(=O)N1[C@H](CN(C[C@H]1C)C1=NC(NC2=C(C(=C(C=C12)C(F)(F)F)Cl)I)=O)C